C(C)(C)(C)OC(=O)N(C=1SC(=C(N1)C(=O)OCC)CC=C)C ethyl 2-{[(tert-butoxy) carbonyl] (methyl) amino}-5-(prop-2-en-1-yl)-1,3-thiazole-4-carboxylate